BrC=1C=C(C=CC1F)NC(C1=CC(=C(C=C1)F)C(C(=O)N1CCC(CC1)(CO)O)(F)F)=O N-(3-bromo-4-fluorophenyl)-3-(1,1-difluoro-2-(4-hydroxy-4-(hydroxymethyl)piperidin-1-yl)-2-oxoethyl)-4-fluorobenzamide